C(C)(=O)OC1C(OC(C(C1N1N=NC(=C1)C1=CC(=C(C(=C1)F)Cl)F)O)CO)C(N([C@@H]1[C@H](CCC1)O)C1=CC(=CC(=C1)Cl)Cl)=O 4-(4-(4-chloro-3,5-difluorophenyl)-1H-1,2,3-triazol-1-yl)-2-((3,5-dichlorophenyl)((1S,2S)-2-hydroxycyclopentyl)carbamoyl)-5-hydroxy-6-(hydroxymethyl)tetrahydro-2H-pyran-3-yl acetate